NC(=O)N.P(=O)(O)(O)[O-].[NH4+] ammonium dihydrogenphosphate-urea